C(C1=CC=CC=C1)N1CCC2(CC1)CCCC1=CC=CC=C12 (R)-1'-benzyl-3,4-dihydro-2H-spiro[naphthalene-1,4'-piperidine]